C(C)OC(C1=C(C(=C(C=C1)C(F)F)SC)N)=O Ethyl-2-amino-4-(difluoromethyl)-3-(methylsulfanyl)benzoat